lithium sulfit S(=O)([O-])[O-].[Li+].[Li+]